tert-Butyl 4-((5-amino-2-bromophenoxy)methyl)-3,6-dihydropyridine-1(2H)-carboxylate NC=1C=CC(=C(OCC=2CCN(CC2)C(=O)OC(C)(C)C)C1)Br